N-[5-bromo-4-chloro-2-[7-chloro-2-(oxan-2-yl)indazole-4-carbonyl]phenyl]-2-chloroacetamide BrC=1C(=CC(=C(C1)NC(CCl)=O)C(=O)C=1C2=CN(N=C2C(=CC1)Cl)C1OCCCC1)Cl